N-aminoethyl-isothiazolin NCCN1SCCC1